C(=C)[Si]1(C[Si](C1)(C=C)C=C)C=C 1,1,3,3-tetravinyl-1,3-disilacyclobutane